ClC1=C2C=CNC2=CC(=C1)NC(NC1CCOC=2C1=NC=CC2)=O 3-(4-chloro-1H-indol-6-yl)-1-{2H,3H,4H-pyrano[3,2-b]pyridin-4-yl}urea